FC=1C=C2C(C(=C(NC2=CC1OC)C)C1=CC=C(C=C1)C=1C=NC(=CC1)C(F)(F)F)=O 6-Fluoro-7-methoxy-2-methyl-3-(4-(6-(trifluoromethyl)pyridin-3-yl)phenyl)quinolin-4(1H)-one